racemic-aminocaprolactam N[C@H]1C(=O)NCCCC1 |r|